4-chloro-6-methoxy-2-[2-(trifluoromethyl)phenyl]pteridine ClC1=NC(=NC2=NC=C(N=C12)OC)C1=C(C=CC=C1)C(F)(F)F